2-((3-cyano-4-(6-(4-(pyridin-2-yloxy)piperidin-1-yl)pyridin-3-yl)pyrazolo[1,5-a]pyridin-6-yl)oxy)-N-methylacetamide C(#N)C=1C=NN2C1C(=CC(=C2)OCC(=O)NC)C=2C=NC(=CC2)N2CCC(CC2)OC2=NC=CC=C2